N1-(4-((6,7-dimethoxyquinolin-4-yl)oxy)phenyl)-N3-(3-fluorobicyclo[1.1.1]pentan-1-yl)bicyclo[1.1.1]pentane-1,3-dicarboxamide COC=1C=C2C(=CC=NC2=CC1OC)OC1=CC=C(C=C1)NC(=O)C12CC(C1)(C2)C(=O)NC21CC(C2)(C1)F